2-chloro-4-ethoxypyrimidine-5-carboxamide ClC1=NC=C(C(=N1)OCC)C(=O)N